(R)-2-methyl-N-((R)-1-(3-methylisoxazolo[5,4-c]pyridin-5-yl)ethyl)propane-2-sulfinamide CC(C)(C)[S@@](=O)N[C@H](C)C=1C=C2C(=CN1)ON=C2C